(1-Methylpiperidin-4-yl)-N-(3-(1-(trifluoromethyl)cyclopropyl)propyl)-1H-imidazole-1-carboxamide CN1CCC(CC1)C=1N(C=CN1)C(=O)NCCCC1(CC1)C(F)(F)F